C(C)(C)C1=C(NC2=CC=C(C=C12)C1CCC(CC1)N)C=1C=C(C=2N(C1)N=CN2)OC 4-(3-isopropyl-2-(8-methoxy-[1,2,4]triazolo[1,5-a]pyridin-6-yl)-1H-indol-5-yl)cyclohexylamine